r-imidazo[1,2-a]quinazoline C1=CN=C2N1C1=CC=CC=C1C=N2